phenyl((isopropyl-d7)phenyl)pyridine C1(=CC=CC=C1)C=1C(=NC=CC1)C1=C(C=CC=C1)C(C(C([2H])([2H])[2H])([2H])[2H])([2H])[2H]